CC1(CCC=2C(=NNC2C1)C=1NC2=CC(=CC=C2C1)C(=O)N(C1CCNCC1)C)C 2-(6,6-dimethyl-1,4,5,7-tetrahydroindazol-3-yl)-N-methyl-N-(piperidin-4-yl)-1H-indole-6-carboxamide